(S)-N-(8-((3-hydroxyoxetan-3-yl)ethynyl)-1-methyl-2-oxo-2,3,4,5-tetrahydro-1H-benzo[b]azepin-3-yl)-4-phenoxypicolinamid OC1(COC1)C#CC=1C=CC2=C(N(C([C@H](CC2)NC(C2=NC=CC(=C2)OC2=CC=CC=C2)=O)=O)C)C1